C(C1=CC=CC=C1)C1=C(SC=2N3C(COCC21)=NN=C3C)C#CC3=CC=C(C=N3)CCCC#CC3=C2CN(C(C2=CC=C3)=O)C3C(NC(CC3)=O)=O 3-(4-(5-(6-((3-benzyl-9-methyl-4H,6H-thieno[2,3-e][1,2,4]triazolo[3,4-c][1,4]oxazepin-2-yl)ethynyl)pyridin-3-yl)pent-1-yn-1-yl)-1-oxoisoindolin-2-yl)piperidine-2,6-dione